2-fluoro-4-(1-(6-(trifluoromethyl)pyridazin-3-yl)-1H-1,2,4-triazol-3-yl)aniline FC1=C(N)C=CC(=C1)C1=NN(C=N1)C=1N=NC(=CC1)C(F)(F)F